(R)-3-(3-chloro-4-fluorophenyl)-1-(3,3-dimethyl-6-oxo-1,2,3,4,5,6-hexahydrophenanthridin-1-yl)-1-methylurea ClC=1C=C(C=CC1F)NC(N(C)[C@@H]1CC(CC=2NC(C3=CC=CC=C3C12)=O)(C)C)=O